Methyl ((2-(6-hydroxyhexyl)-4-methylphenyl)sulfonyl)-L-prolinate OCCCCCCC1=C(C=CC(=C1)C)S(=O)(=O)N1[C@@H](CCC1)C(=O)OC